6-amino-7-(3-hydroxy-2,6-dimethylphenyl)-2-(trifluoromethyl)-7H-pyrrolo[2,3-d]pyrimidine-5-carboxamide NC1=C(C2=C(N=C(N=C2)C(F)(F)F)N1C1=C(C(=CC=C1C)O)C)C(=O)N